ONC12C(=NNC1=O)CCSC2 3a-(hydroxyamino)-2H,3aH,4H,6H,7H-thiopyrano[4,3-c]pyrazol-3-one